N[C@@H]1C2=CC=CC=C2CC12CCN(CC2)C=2NC(C1=C(N2)NN=C1C(=C)C1=NC(=NC(=C1)C)C)=O (S)-6-(1-amino-1,3-dihydro-spiro[inden-2,4'-piperidin]-1'-yl)-3-(1-(2,6-dimethylpyrimidin-4-yl)vinyl)-1,5-dihydro-4H-pyrazolo[3,4-d]pyrimidin-4-one